(R)-3-(2-Ethoxyphenoxy)piperidine-1-carboxylic acid tert-butyl ester C(C)(C)(C)OC(=O)N1C[C@@H](CCC1)OC1=C(C=CC=C1)OCC